1,4-dichloro-6-(triphenylmethyl)-6,7-dihydro-5H-pyrrolo[3,4-d]pyridazine ClC1=NN=C(C2=C1CN(C2)C(C2=CC=CC=C2)(C2=CC=CC=C2)C2=CC=CC=C2)Cl